CC=1C=C(C=NC1C)C1=CC[C@@H](CN1C(=O)OC(C)(C)C)C |r| tert-butyl rac-(3S)-6-(5,6-dimethyl-3-pyridyl)-3-methyl-3,4-dihydro-2H-pyridine-1-carboxylate